methyl (2s,3s)-2-((2-((tert-butoxycarbonyl) amino)-3-fluorophenyl) (methyl) carbamoyl)-5-oxopyrrolidine-3-carboxylate C(C)(C)(C)OC(=O)NC1=C(C=CC=C1F)N(C(=O)[C@H]1NC(C[C@@H]1C(=O)OC)=O)C